ClC1=NC(=NC(=C1)C)C1=C(C=CC=C1)O 2-(4-chloro-6-methyl-pyrimidine-2-yl)phenol